ClC=1C=C(C(=C(C1)O)C1=CC=C2C(=N1)N=C(O2)N[C@H]2CN(CCC2)C[C@H]2[C@@H](CC2)O)C 5-Chloro-2-[2-[[(3R)-1-[[trans-2-hydroxycyclobutyl]methyl]-3-piperidyl]amino]oxazolo[4,5-b]pyridin-5-yl]-3-methyl-phenol